6-(5-Chloro-3-(4-methyl-4H-1,2,4-triazol-3-yl)pyridin-2-yl)-2-(4-(((cyclopropylmethyl)amino)methyl)-6-methylpyridin-2-yl)isoindolin-1-one ClC=1C=C(C(=NC1)C1=CC=C2CN(C(C2=C1)=O)C1=NC(=CC(=C1)CNCC1CC1)C)C1=NN=CN1C